tert-Butyl (1-(2-(4-(4-(4-(2-((tert-butoxycarbonyl)amino)-2-methylpropanoyl)piperazine-1-carboxamido)-2-oxopyrimidin-1(2H)-yl)phenyl)acetyl)piperidin-4-yl)carbamate C(C)(C)(C)OC(=O)NC(C(=O)N1CCN(CC1)C(=O)NC1=NC(N(C=C1)C1=CC=C(C=C1)CC(=O)N1CCC(CC1)NC(OC(C)(C)C)=O)=O)(C)C